2-[2-(2-{2-[(4-methylbenzenesulfonyl)oxy]ethoxy} ethoxy)-ethoxy]ethyl 4-methylbenzene-1-sulfonate CC1=CC=C(C=C1)S(=O)(=O)OCCOCCOCCOCCOS(=O)(=O)C1=CC=C(C=C1)C